C1(=CC=CC=C1)C1=C2C=CC=CC2=C(C2=CC=CC=C12)C=1C=CC2=C(C3=C(O2)C=C2C=CC=CC2=C3)C1 2-(10-phenylanthracene-9-yl)naphtho[2,3-b]benzofuran